NC=1C(=NC(=C(N1)N1N=CC=C1)Cl)C(=O)NCC1=C(C=CC=C1)OC 3-amino-6-chloro-N-(2-methoxybenzyl)-5-(1H-pyrazol-1-yl)pyrazine-2-carboxamide